dinonyl 9-azidoheptadecanedioate N(=[N+]=[N-])C(CCCCCCCC(=O)OCCCCCCCCC)CCCCCCCC(=O)OCCCCCCCCC